C(CCCCCCCCC)C(CC1=CC=C(S1)C=1SC2=C(N1)C=C1C(N=C(S1)C=1SC(=CC1)CC(CCCCCCCCCCCC)CCCCCCCCCC)=C2)CCCCCCCCCCCC 2,6-bis[5-(2-decyltetradecyl)thiophen-2-yl]benzo[1,2-d:4,5-d']bis-thiazole